C(C(=C)C)(=O)OCCC(CCC[N+]1=CC=CC=C1)CCCCCCCC 4-methacryloyloxyethyldodecylpyridinium